(3-tert-butyl-4-hydroxy-5-methylphenyl)-propionate C(C)(C)(C)C=1C=C(C=C(C1O)C)OC(CC)=O